C1(CC1)C=1C(=CC(=NC1C)N(CC1=CC=C(C=C1)OC)CC1=CC=C(C=C1)OC)B1OC(C(O1)(C)C)(C)C 5-cyclopropyl-N,N-bis(4-methoxybenzyl)-6-methyl-4-(4,4,5,5-tetramethyl-1,3,2-dioxaborolan-2-yl)pyridin-2-amine